5-benzyloxy-2-fluoro-4-iodo-pyridine C(C1=CC=CC=C1)OC=1C(=CC(=NC1)F)I